C(C)(C)(C)OC(=O)N1CCC(=CC1)C1=C(C=C(C=C1)C=1C(=NC(=CC1)OCC1=CC=CC=C1)OCC1=CC=CC=C1)F 4-[4-(2,6-dibenzyloxy-3-pyridinyl)-2-fluoro-phenyl]-3,6-dihydro-2H-pyridine-1-carboxylic acid tert-butyl ester